1-Cyclopropyl-1H-pyrazole C1(CC1)N1N=CC=C1